(S)-5-(hydroxymethyl)-N-(3-(1-((1-methyl-1H-pyrazolo[3,4-b]pyrazin-6-yl)amino)ethyl)phenyl)nicotinamide OCC=1C=NC=C(C(=O)NC2=CC(=CC=C2)[C@H](C)NC2=CN=C3C(=N2)N(N=C3)C)C1